BrC(C(=O)OCC)C(C1=CC=CC=C1)=O Ethyl 2-bromo-3-oxo-3-phenylpropionate